OC[C@]1(C(NCC1)=O)C=1OC(=NN1)C1=C(C=CC=C1)NC1=CC=C(C=C1)C(F)(F)F (S)-3-(hydroxymethyl)-3-(5-(2-((4-(trifluoromethyl)phenyl)amino)phenyl)-1,3,4-oxadiazol-2-yl)pyrrolidin-2-one